benzyl-2-(p-tolyl)-1H-benzo[d]Imidazole-6-carbonitrile C(C1=CC=CC=C1)N1C(=NC2=C1C=C(C=C2)C#N)C2=CC=C(C=C2)C